FC(C(=O)F)(C(C(C(C(F)(F)F)(F)F)(F)F)(F)F)F perfluorocaproyl fluoride